ClC1=C(C(=O)NC=2C=NC(=C(C2)Cl)N2N=C3CCCCC3=C2)C=C(C(=C1)C1=C(C=NC=C1)C#C)F 2-chloro-N-(5-chloro-6-(4,5,6,7-tetrahydro-2H-indazol-2-yl)pyridin-3-yl)-4-(3-ethynylpyridin-4-yl)-5-fluorobenzamide